C(C)(C)(C)C1=C(C=C(C=C1)N1C(C2=CC=CC=C2[C@H]([C@@H]1C=1C=CC2=C(N(CCO2)C)C1)C(=O)O)=O)Cl |o1:18,19| (3R,4R) or (3S,4S)-2-(4-tert-butyl-3-chlorophenyl)-3-(4-methyl-3,4-dihydro-2H-1,4-benzoxazin-6-yl)-1-oxo-1,2,3,4-tetrahydroisoquinoline-4-carboxylic acid